C(C1=CC=CC=C1)OC=1C(C=CN2N(CN(C(C21)=O)CCC2=CC=C(C=C2)F)C21C(=CC3=CC=CC=C23)CC=2C=C(C(=CC21)F)F)=O 5-(benzyloxy)-1-(6,7-difluoroindeno[1,2-a]inden-4b(9H)-yl)-3-(4-fluorophenethyl)-2,3-dihydro-1H-pyrido[2,1-f][1,2,4]triazine-4,6-dione